N-methyl-3-(trifluoromethoxy)benzamide CNC(C1=CC(=CC=C1)OC(F)(F)F)=O